C(C1=CC=C(C=C1)NC(=N)N)C1=CC=C(C=C1)NC(=N)N 1,1'-[methylenebis(p-phenylene)]bisguanidine